4,7,10,16,21-Pentaoxa-1,13-diazabicyclo[11.5.5]tricosane N12CCOCCOCCOCCN(CCOCC1)CCOCC2